1-(naphthalene-2-yl)-5-methyl-4-hexene-1-one C1=C(C=CC2=CC=CC=C12)C(CCC=C(C)C)=O